NCCCO[Si](OC)(OC)CCCN (2-aminoethyl)-aminopropyltrimethoxysilane